ClC=1C=CC(=C(C1)C1=CC(N(C=C1OC)C(C(=O)OC(C)(C)C)CC1CCC1)=O)N1N=NC(=C1)Cl tert-Butyl 2-{4-[5-chloro-2-(4-chloro-1H-1,2,3-triazol-1-yl)phenyl]-5-methoxy-2-oxopyridin-1(2H)-yl}-3-cyclobutylpropanoate